O1CCN(CC1)CC1=CC=CC=N1 6-morpholinomethylpyridine